NC(C(=O)[O-])(CC1=CC=CC=C1)C1=CC=CC=C1 2-amino-2,3-diphenylpropionate